ClC1=CC=CC(=N1)C(CNC(=O)C1=NOC(=C1)C1=NC=CC=C1F)(C)C=1C=NN(C1)C N-[2-(6-chloro-2-pyridyl)-2-(1-methylpyrazol-4-yl)propyl]-5-(3-fluoro-2-pyridyl)isoxazole-3-carboxamide